C(CCCC(=O)N)(=O)O.N[C@@H](CCC(=O)O)C(=O)O glutamic acid (glutaramate)